BrCCCCCCCCCC(C(CCCCCCCCCBr)CC(C(C(C(F)(F)F)(F)F)(F)F)(F)F)CC(C(C(C(F)(F)F)(F)F)(F)F)(F)F 1,20-dibromo-10,11-bis(2,2,3,3,4,4,5,5,5-nonafluoropentyl)icosane